Trans-3-(1-naphthyl)acryloylguanidine C1(=CC=CC2=CC=CC=C12)/C=C/C(=O)NC(=N)N